7-bromo-2-cyclopropyl-6-(3-hydroxypropyl)-3,4-dihydropyrrolo-[1,2-a]pyrazin-1(2H)-one BrC=1C=C2N(CCN(C2=O)C2CC2)C1CCCO